Tert-Butyl 3-(3-(allyloxy)-5-fluoro-4-formylphenyl)-3,8-diazabicyclo[3.2.1]octane-8-carboxylate C(C=C)OC=1C=C(C=C(C1C=O)F)N1CC2CCC(C1)N2C(=O)OC(C)(C)C